[Tc](=O)([O-])[O-] technetite